PYRROLO(2,3-B)PYRIDIN N1C=CC=2C1=NC=CC2